NC=1C(=CC2=C(NC([C@@H](NC2=O)CC(=O)N(C)C)=O)C1)OC1=CC(=CC(=C1)C)C (S)-2-[8-amino-7-(3,5-dimethylphenoxy)-2,5-dioxo-2,3,4,5-tetrahydro-1H-benzo[e][1,4]diazepin-3-yl]-N,N-dimethylacetamide